OCCS(=O)(=O)[O-].[NH4+] ammonium 2-hydroxyethanesulphonate